C(C)S[Sn](SC1SCC1)(SC1SCC1)SC1SCC1 ethylthio-tris(thietanylthio)tin